NC1=CC=C(C=C1)CCN1[C@H](O[C@H](C1=O)C)C=1C(=NN(C1)C1=CC=C(C=C1)Br)C1=CSC=C1 (2r,5s)-3-(4-aminophenylethyl)-2-(1-(4-bromophenyl)-3-(thiophen-3-yl)-1H-pyrazol-4-yl)-5-methyl-oxazolidin-4-one